trichloro-1,3,5-triazin-2,4,6-trione ClN1C(N(C(N(C1=O)Cl)=O)Cl)=O